7-((6-((dimethylamino)-methyl)-5-(4-hydroxypiperidin-1-yl)pyridin-2-yl)amino)-4-(1-methyl-1H-pyrrolo[2,3-b]pyridin-4-yl)-2,3-dihydro-1H-pyrrolo[3,4-c]pyridin-1-one CN(C)CC1=C(C=CC(=N1)NC=1C2=C(C(=NC1)C1=C3C(=NC=C1)N(C=C3)C)CNC2=O)N2CCC(CC2)O